(R)-8-(5-((2,3-dichlorophenyl)thio)-6-ethylpyrazin-2-yl)-8-azaspiro[4.5]decan-1-amine ClC1=C(C=CC=C1Cl)SC=1N=CC(=NC1CC)N1CCC2(CCC[C@H]2N)CC1